Hafnium silicon germanium [Ge].[Si].[Hf]